(S)-3-((S)-8-oxo-3,4,4a,5-tetrahydro-1H-pyrazino[1',2':4,5][1,4]oxazino[2,3-f]isoindol-9(2H,8H,10H)-yl)piperidine-2,6-dione hydrochloride Cl.O=C1N(CC2=CC3=C(C=C12)OC[C@H]1N3CCNC1)[C@@H]1C(NC(CC1)=O)=O